(S)-4-(3-fluorobenzyl)-N-(7-((6-fluoropyridin-3-yl)methoxy)-5-methyl-4-oxo-2,3,4,5-tetrahydrobenzo[b][1,4]oxazepin-3-yl)-1H-pyrazole-1-carboxamide FC=1C=C(CC=2C=NN(C2)C(=O)N[C@@H]2C(N(C3=C(OC2)C=CC(=C3)OCC=3C=NC(=CC3)F)C)=O)C=CC1